C(C)(C)(C)OC(=O)N([C@H](C(=O)OC)CCC(=O)OC)C(=O)OC(C)(C)C Dimethyl (2S)-2-[bis(tert-butoxycarbonyl)amino]pentanedioate